(4'-(benzyloxy)-4-methoxy-3',5-dimethyl-[1,1'-biphenyl]-2-yl)cyclopentan-1-ol C(C1=CC=CC=C1)OC1=C(C=C(C=C1)C1=C(C=C(C(=C1)C)OC)C1(CCCC1)O)C